3-(3-t-butyl-4-hydroxy-5-methylphenyl)propionat C(C)(C)(C)C=1C=C(C=C(C1O)C)CCC(=O)[O-]